C(C=C)(=O)O.C(C=C)(=O)O.C(C=C)(=O)O.C(O)C(CC)(CO)CO.C(O)C(CC)(CO)CO bis-trimethylolpropane triacrylate